ClC1=NC=C(C=N1)CN1C=CC=C2C1=NC(N(C2=O)C2=CC(=CC=C2)C(F)F)=O 8-((2-chloropyrimidin-5-yl)methyl)-3-(3-(difluoromethyl)phenyl)pyrido[2,3-d]pyrimidine-2,4(3H,8H)-dione